3-[(2,4-difluorophenyl)methyl]-3-(1-methylpiperidin-4-yl)-1-{[4-(prop-2-en-1-yloxy)phenyl]methyl}urea FC1=C(C=CC(=C1)F)CN(C(NCC1=CC=C(C=C1)OCC=C)=O)C1CCN(CC1)C